2-((1-(difluoromethyl)-1H-pyrazol-3-yl)methyl)-4-methoxy-4-oxobutanoic acid FC(N1N=C(C=C1)CC(C(=O)O)CC(=O)OC)F